C(#N)C1=CC=C(OC2=CC=C3C(CCOC3=C2)NC(C=C)=O)C=C1 N-{7-(4-cyanophenoxy)chroman-4-yl}acrylamide